C1(=CC=CC=C1)CC(=O)N[C@@H](CCC(N)=O)C(=O)O N2-(2-phenylacetyl)-L-glutamine